FC1=CC=C(C=C1)CCN1C(N(CCC1)C=1C=NC2=C(C=CC=C2C1)F)=O 1-[2-(4-fluorophenyl)ethyl]-3-(8-fluoroquinolin-3-yl)tetrahydro-pyrimidin-2(1H)-one